CN(C)CC1CN2C(OC1)=C(C(=N2)C2=C(C=CC=C2)F)C(=O)N[C@@H]2C(NC1=C(C(=N2)C2=CC=CC=C2)C=CC=C1F)=O 6-[(Dimethylamino)methyl]-N-[(3S)-9-fluoro-2-oxo-5-phenyl-1,3-dihydro-1,4-benzodiazepin-3-yl]-2-(2-fluorophenyl)-6,7-dihydro-5H-pyrazolo[5,1-b][1,3]oxazine-3-carboxamide